ClC=1C(=NC=CC1)N1N=C(C=C1C(=O)NC=1C(=CC=2N(C1C(=O)NOC)N=CC2)C)C(F)(F)F 6-(1-(3-chloropyridin-2-yl)-3-(trifluoromethyl)-1H-pyrazole-5-carboxamido)-N-methoxy-5-methylpyrazolo[1,5-a]pyridine-7-carboxamide